ClCC1=CC=C(CN2CCNCC2)C=C1 4-(4-(chloromethyl)benzyl)piperazin